tert-Butyl N-[[6-[rac-(3S,5R)-5-cyclohexylmorpholin-3-yl]imidazo[1,2-a]pyridin-2-yl]methyl]carbamate C1(CCCCC1)[C@@H]1COC[C@@H](N1)C=1C=CC=2N(C1)C=C(N2)CNC(OC(C)(C)C)=O |r|